3-amino-6-(4-fluorophenyl)-5-trifluoromethyl-pyridine-2-carboxylic acid (2-hydroxy-2-methyl-propyl)-amide OC(CNC(=O)C1=NC(=C(C=C1N)C(F)(F)F)C1=CC=C(C=C1)F)(C)C